ClC1=NC(=NC=C1C(F)(F)F)NC1=CC=C(C=C1)S(=O)(=O)N 4-((4-chloro-5-(trifluoromethyl)pyrimidin-2-yl)amino)benzenesulfonamide